C(C)(C)(C)[Si](OCCOC1=C(C=CC(=C1)F)NC=1C=C2C=NNC2=CC1C#CC(C)C)(C)C N-[2-[2-[tert-butyl-(dimethyl)silyl]oxyethoxy]-4-fluoro-phenyl]-6-(3-methylbut-1-ynyl)-1H-indazol-5-amine